4-(aminomethyl)-3-hydroxypiperidine NCC1C(CNCC1)O